methyl 2-[2-[3-(4-chlorophenyl)-1-methyl-allylaminooxymethyl] phenyl]-3-methyl-oxyacrylate ClC1=CC=C(C=C1)C=CC(C)NOCC1=C(C=CC=C1)C(C(=O)OC)=COC